C(CCCCCCC\C=C/CCCCCCCC)OCC(CN(C)C)OCCCCCCCC\C=C/CCCCCCCC 1,2-dioleyl-oxy-3-dimethylaminopropane